C(C=C)(=O)NCCNC(=O)OC1/C=C(\CCCCC1)/[N+]1(CCN(CC1)C(C=C)=O)[O-] (E)-1-(3-(((2-acrylamidoethyl)carbamoyl)oxy)cyclooct-1-en-1-yl)-4-acryloylpiperazine 1-oxide